R-3-(carbamoylmethyl)-5-methylhexanoic acid C(N)(=O)C[C@H](CC(=O)O)CC(C)C